chloro(1-hexenyl)dimethyl-silane Cl[Si](C)(C)C=CCCCC